NC1C(CNCC1)C(=O)O 4-AMINOPIPERIDINE-3-CARBOXYLIC ACID